C(=O)O.F[C@@H]1[C@@H](CN(C1)C)NC=1SC2=C(N=NC(=C2)C2=C(C=C(C=C2)C=2C=NNC2)O)N1 2-(6-{[(3R,4S)-4-fluoro-1-methylpyrrolidin-3-yl]amino}[1,3]thiazolo[4,5-c]pyridazin-3-yl)-5-(1H-pyrazol-4-yl)phenol formate salt